((2r,4S,5r)-4-amino-5-(prop-2-yn-1-yloxy)tetrahydro-2H-pyran-2-yl)((S)-1-(4-fluorophenyl)-3,4-dihydroisoquinolin-2(1H)-yl)methanone N[C@H]1C[C@@H](OC[C@@H]1OCC#C)C(=O)N1[C@H](C2=CC=CC=C2CC1)C1=CC=C(C=C1)F